N-(2,6-xylyl)piperidine-2-formamide C1(=C(C=CC=C1C)C)NC(=O)C1NCCCC1